CC(C)C12CC=C(C1C2)C=O alpha-Thujenal